BrC1=NN(C(=C1)CO)CCNC(OC(C)(C)C)=O tert-butyl (2-(3-bromo-5-(hydroxymethyl)-1H-pyrazol-1-yl)ethyl)carbamate